C1=CC(=CC=C1[C@H]2[C@@H](C3=C4[C@@H]([C@H](OC4=CC(=C3)O)C5=CC=C(C=C5)O)C6=C2C(=CC(=C6)O)O)[C@H]7[C@@H](C8=C(C=C(C=C8O)O)[C@@H]9[C@H](OC1=CC(=CC7=C91)O)C1=CC=C(C=C1)O)C1=CC=C(C=C1)O)O The molecule is a stilbenoid isolated from the stems of Kobresia nepalensis and has been shown to exhibit inhibitory activity against topoisomerase II. It has a role as a metabolite and an EC 5.99.1.3 [DNA topoisomerase (ATP-hydrolysing)] inhibitor. It is an organic heterotetracyclic compound, a cyclic ether, a polyphenol and a stilbenoid.